CN1C(=CC=2C(N(CCC21)CCNC2=NC=CC1=CC=C(C=C21)C2=NOC(=N2)C)=O)C(=O)O 1-methyl-5-(2-{[7-(5-methyl-1,2,4-oxadiazol-3-yl)isoquinolin-1-yl]amino}ethyl)-4-oxo-1H,4H,5H,6H,7H-pyrrolo[3,2-c]pyridine-2-carboxylic acid